N-(4-(4-(3-oxa-8-azabicyclo[3.2.1]octan-8-yl)-7H-pyrrolo[2,3-d]pyrimidin-6-yl)phenyl)-4-(((R)-3-aminopiperidin-1-yl)methyl)picolinamide C12COCC(CC1)N2C=2C1=C(N=CN2)NC(=C1)C1=CC=C(C=C1)NC(C1=NC=CC(=C1)CN1C[C@@H](CCC1)N)=O